(R)-1-methyl-1-(1-(1-oxo-1,2-dihydroisoquinolin-4-yl)ethyl)-3-(3,4,5-trifluorophenyl)urea CN(C(=O)NC1=CC(=C(C(=C1)F)F)F)[C@H](C)C1=CNC(C2=CC=CC=C12)=O